C(C)(C)OC1=NC=CC(=N1)NC1=NNC(=C1)C isopropoxy-N-(5-methyl-1H-pyrazol-3-yl)pyrimidin-4-amine